C(C)(C)(C)OC(=O)N([C@H]1CN(CC1)C=1N=NC(=CN1)C(=O)OCC)C Ethyl (R)-3-(3-((tert-butoxycarbonyl)(methyl)amino)pyrrolidin-1-yl)-1,2,4-triazine-6-carboxylate